methyl-1-(2-nitrophenyl)methanamine CC(N)C1=C(C=CC=C1)[N+](=O)[O-]